2-((2R,5S)-2-(2-(rac-(3S,4R)-3-methoxy-1-methylpiperidin-4-yl)benzo[d]thiazol-5-yl)-5-methylpiperidin-1-yl)-2-oxo-N-(1H-pyrazolo[4,3-c]pyridin-7-yl)acetamide CO[C@@H]1CN(CC[C@H]1C=1SC2=C(N1)C=C(C=C2)[C@@H]2N(C[C@H](CC2)C)C(C(=O)NC=2C1=C(C=NC2)C=NN1)=O)C |&1:2,7|